C(C(=C)C)(=O)OCCOC1=CC=C(C(=O)C2=CC=CC=C2)C=C1 4-[2-(methacryloyloxy)ethoxy]Benzophenone